ClC1=CC=C2CCN(C2=C1)C1=NC=NC2=CC=C(C=C12)C=1C=NC=2N(C1)C=NC2 4-(6-chloroindolin-1-yl)-6-imidazo[1,5-a]pyrimidin-3-yl-quinazoline